CYCLOOCTENEN C1=CC=CCCCC1